C1N(CCC2=CC=CC=C12)C[C@H](CN1CCOC2=C(C1=O)C=CC(=C2)C(C)N2CCOCC2)O 4-[(2R)-3-(3,4-dihydro-1H-isoquinolin-2-yl)-2-hydroxy-propyl]-8-(1-morpholinoethyl)-2,3-Dihydro-1,4-benzoxazepine-5-one